BrC1=CC2=CC=CC3=CC(=C4C=CC=C1C4=C32)Br 5,9-dibromopyrene